NC=1N=C(SC1C(=O)C1=NC(=NO1)C(C)C)N(C1=CC=C(C=C1)F)C(C(=O)N)C (N-[4-Amino-5-(3-isopropyl-1,2,4-oxadiazol-5-carbonyl)thiazol-2-yl]-4-fluoroanilino)propanamid